NC=1C=C(C=CC1)C=1C=C2C(=NC1)NN=C2C(=O)C=2C(=C(C=CC2F)NS(=O)(=O)CCC)F N-(3-(5-(3-aminophenyl)-1H-pyrazolo[3,4-b]pyridine-3-carbonyl)-2,4-difluorophenyl)-propane-1-sulfonamide